C(O)(O)=O.OC1[C@H](O)[C@@H](O)[C@H](O)[C@H](O1)CO D-glucopyranose carbonate